4-(3-((R)-3-Aminopiperidin-1-carbonyl)-1-(2-fluoro-4-(3-hydroxypyrrolidin-1-yl)phenyl)-1H-pyrazol-5-yl)-2-fluorobenzonitril N[C@H]1CN(CCC1)C(=O)C1=NN(C(=C1)C1=CC(=C(C#N)C=C1)F)C1=C(C=C(C=C1)N1CC(CC1)O)F